C(C1=CC=CC=C1)(=O)NC1=NC(N(C=C1)[C@@H]1O[C@](CN(C1)C(C)C)(CO)COC(C1=CC=CC=C1)=O)=O.BrC(CC)C1=CC=CC=C1 (1-bromopropyl)benzene [(2R,6R)-6-(4-benzamido-2-oxo-pyrimidin-1-yl)-2-(hydroxymethyl)-4-isopropyl-morpholin-2-yl]methyl-benzoate